(4-morpholino-2-(phenylamino)pyrido[3,2-d]pyrimidin-7-yl)(pyridin-3-yl)methyl acetate C(C)(=O)OC(C=1C=NC=CC1)C1=CC=2N=C(N=C(C2N=C1)N1CCOCC1)NC1=CC=CC=C1